ClC1=CN=CC(=N1)OCC1=NOC=C1 3-(((6-chloropyrazin-2-yl)oxy)methyl)isoxazole